octadecyldimethyl(3-trihydroxysilylpropyl)ammonium chloride [Cl-].C(CCCCCCCCCCCCCCCCC)[N+](CCC[Si](O)(O)O)(C)C